ClC=1C(=NC(=NC1)NCCO)C1=CC=C2CN(C(C2=C1)=O)CC(=O)N[C@H](C)C1=CC(=CC=C1)OC 2-(6-{5-chloro-2-[(2-hydroxyethyl)-amino]-pyrimidin-4-yl}-1-oxo-2,3-dihydro-1H-isoindol-2-yl)-N-[(1R)-1-(3-methoxyphenyl)-ethyl]acetamide